BrC1=NC(=CC=C1)OCC(F)(F)F 2-bromo-6-(2,2,2-trifluoroethoxy)pyridine